FC(C(=O)O)(CC1=C(C=NC=C1)C(F)(F)F)F α,α-difluoro-3-(trifluoromethyl)-4-pyridinepropanoic acid